O=C(CC(=O)OCC)CCC1CCOCC1 ethyl 3-oxo-5-(tetrahydro-2H-pyran-4-yl)pentanoate